2-((2-((4-(4-(4-(2,6-dioxopiperidin-3-yl)benzyl)piperazin-1-yl)-2-methoxyphenyl)amino)-5-(trifluoromethyl)pyridin-4-yl)amino)-N-methylbenzamide O=C1NC(CCC1C1=CC=C(CN2CCN(CC2)C2=CC(=C(C=C2)NC2=NC=C(C(=C2)NC2=C(C(=O)NC)C=CC=C2)C(F)(F)F)OC)C=C1)=O